(4-Ethyl-3-(hydroxymethyl)-5-oxo-4,5-dihydro-1H-1,2,4-triazol-1-yl)-2-(3-Fluorophenyl)-4-phenylisoquinoline-1(2H)-one C(C)N1C(=NN(C1=O)C=1N(C(C2=CC=CC=C2C1C1=CC=CC=C1)=O)C1=CC(=CC=C1)F)CO